3-(2-isocyanatoethyl)-2,5-dimethyl-1H-indole N(=C=O)CCC1=C(NC2=CC=C(C=C12)C)C